O1C=NC2=C1CCCCCCCCCC2 4,5,6,7,8,9,10,11,12,13-decahydrocyclododeca[d]-oxazole